1-methyl-7-tolyl-7-azabicyclo[4.1.0]heptane CC12CCCCC2N1C1=C(C=CC=C1)C